N-(3-(trimethoxysilyl)propyl)-ethylenedi-amine CO[Si](CCCNCCN)(OC)OC